isobutylene-maleic acid salt C(\C=C/C(=O)O)(=O)O.CC(C)=C